1-(3-buten-1-oxy)-3-(3-butyn-1-oxy)-2-propanol dichlorophosphite P(Cl)(Cl)OC(COCCC=C)COCCC#C